2-((9Z,12Z)-octadeca-9,12-dien-1-yl)propane C(CCCCCCC\C=C/C\C=C/CCCCC)C(C)C